3,4-dichloro-N-(4-fluoro-3-(3-morpholinoquinoxaline-6-carbonyl)phenyl)benzamide ClC=1C=C(C(=O)NC2=CC(=C(C=C2)F)C(=O)C=2C=C3N=C(C=NC3=CC2)N2CCOCC2)C=CC1Cl